3-hydroxy-2-((5-(methoxy-d3)-7-methyl-1-tosyl-1H-indol-4-yl)methyl)-2H-indazole-5-carbonitrile OC=1N(N=C2C=CC(=CC12)C#N)CC1=C2C=CN(C2=C(C=C1OC([2H])([2H])[2H])C)S(=O)(=O)C1=CC=C(C)C=C1